FC=1C(=NOC1N)C12CC(C1)(C2)C 4-Fluoro-3-(3-methyl-1-bicyclo[1.1.1]pentanyl)isoxazol-5-amine